B(F)(F)F.CC1=NNC=2C1=C1C=3CCCCC3C(=NC1=CC2)C2=NC=C(C(=O)NOC1OCCCC1)C=C2 6-(1-Methyl-8,9,10,11-tetrahydro-3H-pyrazolo[4,3-a]phenanthridin-7-yl)-N-((tetrahydro-2H-pyran-2-yl)oxy)nicotinamide boron trifluoride